2-[4-(4-Acetylpiperazin-1-yl)phenyl]-6-chloro-N-{1-[(1,3,5-trimethyl-1H-pyrazol-4-yl)methyl]piperidin-4-yl}-3H-imidazo[4,5-b]pyridin-7-amine C(C)(=O)N1CCN(CC1)C1=CC=C(C=C1)C1=NC=2C(=NC=C(C2NC2CCN(CC2)CC=2C(=NN(C2C)C)C)Cl)N1